FC=1C=C(C=CC1CNC1=CC(=NC=2N1N=CC2C#N)NC[C@@H]2[C@H](CNCC2)O)C2=CC=CC=C2 7-(((3-fluoro-[1,1'-biphenyl]-4-yl)methyl)amino)-5-((((3R,4R)-3-hydroxypiperidin-4-yl)methyl)amino)pyrazolo[1,5-a]pyrimidine-3-carbonitrile